N-(4-cyclopropyl-3-fluorophenyl)-2-iodoacetamide C1(CC1)C1=C(C=C(C=C1)NC(CI)=O)F